C(C)C=1C=C(C(=C(C1)O)I)C 5-ethyl-2-iodo-3-methyl-phenol